ClC1=C(C=C(N)C=C1)S(=O)(=O)O 4-Chloro-3-sulfoaniline